6-methyl-1,4-dihydropyrimidine-2-thiol CC1=CCN=C(N1)S